3-(2-chloro-6-methyl-4-pyridinyl)-2-(3-cyanophenyl)-N-(3-hydroxy-3-methyl-butyl)pyrazolo[1,5-a]pyrimidine-5-carboxamide ClC1=NC(=CC(=C1)C=1C(=NN2C1N=C(C=C2)C(=O)NCCC(C)(C)O)C2=CC(=CC=C2)C#N)C